FC(C1=C(N(C2=CC=CC=C12)CC1=CC(=CC=C1)C(F)(F)F)C(=O)N[C@@H](C)C1=CC=C(C(=O)O)C=C1)F (S)-4-(1-(3-(difluoromethyl)-1-(3-(trifluoromethyl)benzyl)-1H-indole-2-carboxamido)ethyl)Benzoic acid